ClC=1C=CC(=C2C=C(NC12)C(=O)N1CC2(CC1C(=O)N[C@@H](C[C@H]1C(NCC1)=O)C#N)CCCCC2)OC 2-(7-Chloro-4-methoxy-1H-indole-2-carbonyl)-N-[(1S)-1-cyano-2-[(3S)-2-oxopyrrolidin-3-yl]ethyl]-2-azaspiro[4.5]decane-3-carboxamide